BrC=1C=C2C3(C(NC2=CC1C)=O)CCC3 5'-bromo-6'-methyl-1'H-spiro[cyclobutane-1,3'-indol]-2'-one